COC=1C=C2CCN(CC2=CC1NC1=NC2=CC(=CC=C2C=N1)N1N=C(N=C1[C@H]1NCCC1)C)C |r| (S and R)-N-(6-methoxy-2-methyl-1,2,3,4-tetrahydroisoquinolin-7-yl)-7-[3-methyl-5-(pyrrolidin-2-yl)-1H-1,2,4-triazol-1-yl]quinazolin-2-amine